OC1CN(C1)C(\C=C\CNC1(CC1)COC1=NC=C(C=C1)\C(=C(\CC(F)(F)F)/C1=CC=CC=C1)\C=1C=C2C(=NNC2=CC1)F)=O (E)-1-(3-Hydroxyazetidin-1-yl)-4-((1-(((5-((Z)-4,4,4-trifluoro-1-(3-fluoro-1H-indazol-5-yl)-2-phenylbut-1-en-1-yl)pyridin-2-yl)oxy)methyl)cyclopropyl)amino)but-2-en-1-one